butyric acid 1,1-dimethyl-2-phenylethyl ester CC(CC1=CC=CC=C1)(C)OC(CCC)=O